C1=CC=CC=2C3=CC=CC=C3C(C12)COC(=O)N[C@H](C(=O)OC(C)(C)C)CC=1C=NC(=CC1)N1CCN(CC1)C(C)=O tert-butyl (S)-2-((((9H-fluoren-9-yl)methoxy)carbonyl)amino)-3-(6-(4-acetylpiperazin-1-yl)pyridin-3-yl)propanoate